3-bromo-2-(2-isobutoxy-6-methylphenyl)-2,4,6,7-tetrahydro-5H-pyrazolo[4,3-c]pyridine-5-carboxylic acid tert-butyl ester C(C)(C)(C)OC(=O)N1CC=2C(CC1)=NN(C2Br)C2=C(C=CC=C2C)OCC(C)C